4-butyl-1,8-naphthalenedicarboxylic anhydride C(CCC)C1=CC=C2C3=C(C=CC=C13)C(=O)OC2=O